C(C1=CC=CC=C1)C(C1=CC=CC=C1)OC1=C(C=C(C=O)C=C1)OCCCCC1=CC=CC=C1 4-(benzylbenzyloxy)-3-(4-phenylbutoxy)benzaldehyde